C[P+](CCCCCCCCCCCCCC)(CCCCCCCCCCCCCC)CCCCCCCCCCCCCC methyltritetradecyl-phosphonium